rel-N-(5-((1R,3S)-3-((4-isopropylpyridazin-3-yl)oxy)cyclopentyl)-1H-pyrazol-3-yl)thiazolo[5,4-c]pyridin-4-amine C(C)(C)C1=C(N=NC=C1)O[C@@H]1C[C@@H](CC1)C1=CC(=NN1)NC1=NC=CC2=C1SC=N2 |o1:10,12|